4-(3-acrylamidophenylamino)-5-fluoro-2-(3-(3-(2-oxopyrrolidin-1-yl)propoxy)phenylamino)-pyrimidine C(C=C)(=O)NC=1C=C(C=CC1)NC1=NC(=NC=C1F)NC1=CC(=CC=C1)OCCCN1C(CCC1)=O